(2R,4S)-4-hydroxy-2-methylpyrrolidine hydrochloride Cl.O[C@H]1C[C@H](NC1)C